1-bromo-3,5-dihexyl-benzene BrC1=CC(=CC(=C1)CCCCCC)CCCCCC